3,3-difluorocyclobutaneformyl chloride FC1(CC(C1)C(=O)Cl)F